OC(CCN1N=C2C=C(C=CC2=C1)N1CCSCC1)(C)C 2-(3-hydroxy-3-methylbutyl)-6-thiomorpholino-2H-indazole